N-(4-fluorophenyl)-1-[5-(hydroxymethyl)-3-(1,2,3,4-tetrahydro-1,5-naphthyridin-1-yl)-1H-pyrazolo[3,4-b]pyrazin-6-yl]-4-methylpiperidine-4-carboxamide FC1=CC=C(C=C1)NC(=O)C1(CCN(CC1)C1=C(N=C2C(=N1)NN=C2N2CCCC1=NC=CC=C21)CO)C